6-bromo-3-methyl-2-nitrophenol BrC1=CC=C(C(=C1O)[N+](=O)[O-])C